CC(C)(C)[S@@](=O)N[C@H](C)C=1C=C(C=C2C(N3C(=NC12)C(CCC3)(C)C)=O)C (R)-2-methyl-N-[(1R)-1-{2,6,6-trimethyl-11-oxo-6H,7H,8H,9H,11H-pyrido[2,1-b]quinazolin-4-yl}ethyl]propane-2-sulfinamide